FC1C(CN(C1)C(=O)[O-])NS(=O)(=O)CF 4-fluoro-3-((fluoromethyl)sulfonamido)pyrrolidine-1-carboxylate